(5-(2-methoxyethoxy)pyridin-2-yl)methanol COCCOC=1C=CC(=NC1)CO